Methyl 6-hydroxyimidazo[1,5-a]pyrido[3,2-e]pyrazine-2-carboxylate OC=1C=2N(C3=C(N1)C=CC(=N3)C(=O)OC)C=NC2